BrC1=CC2=C(C(=C(CCC2)C2=C(C=C(C=C2)Cl)Cl)C2=CC=C(O[C@@H]3CN(CC3)CCCF)C=C2)C=C1 (S)-3-(4-(3-bromo-8-(2,4-dichlorophenyl)-6,7-dihydro-5H-benzo[7]annulen-9-yl)phenoxy)-1-(3-fluoropropyl)pyrrolidine